C1CN(CCC12CCNCC2)C2=CC=C1C3=C(NC1=C2)N=CN=C3C3=CC(=C(C=C3)[C@@H](C)NC(=O)C3=NC(=NO3)C(C)(C)C)C (R)-N-(1-(4-(7-(3,9-diazaspiro[5.5]undecan-3-yl)-9H-pyrimido[4,5-b]indol-4-yl)-2-methylphenyl)ethyl)-3-(tert-butyl)-1,2,4-oxadiazole-5-carboxamide